ClC1=C(C=C(C=C1)F)C1(N(C(C=2C3=C(C=C(C12)NC(C1=CC(=CC(=C1)C(F)(F)F)F)=O)CCCC3)=O)CC3=CC=C(C=C3)OC)O N-(3-(2-chloro-5-fluorophenyl)-3-hydroxy-2-(4-methoxybenzyl)-1-oxo-2,3,6,7,8,9-hexahydro-1H-benzo[e]isoindol-4-yl)-3-fluoro-5-(trifluoromethyl)benzamide